molybdenum-titanium-dioxide [O-2].[O-2].[Ti+4].[Mo+4]